C(CCCCCCCCC)(=O)N1CC(C2=CC(=CC=C12)C)(C)CCN(C(C)=O)C N-(2-(1-decanoyl-3,5-dimethylindolin-3-yl)ethyl)-N-methylacetamide